FC1=C(C#N)C=C(C=C1)OC=1C(=C2C=CN(C2=CC1F)S(=O)(=O)C1=CC=C(C)C=C1)CO 2-Fluoro-5-((6-fluoro-4-(hydroxymethyl)-1-tosyl-1H-indol-5-yl)oxy)benzonitrile